2-trimethylsilylethyl N-[2-[2-[2-[2-[2-[2-[2-[4-[(2-chloro-9-methyl-purin-6-yl)amino]-3-methoxy-pyrazol-1-yl]ethoxy]ethoxy] ethoxy]ethoxy]ethoxy]ethoxy]ethyl]carbamate ClC1=NC(=C2N=CN(C2=N1)C)NC=1C(=NN(C1)CCOCCOCCOCCOCCOCCOCCNC(OCC[Si](C)(C)C)=O)OC